[3-{[2-(4-chlorophenyl)imidazo[1,2-a]pyrimidin-3-yl]methyl}-8-oxa-3,10-diazabicyclo[4.3.1]dec-10-yl](3-fluoro-6-methoxypyridin-2-yl)methanone ClC1=CC=C(C=C1)C=1N=C2N(C=CC=N2)C1CN1CC2COCC(CC1)N2C(=O)C2=NC(=CC=C2F)OC